NC=1C=2N(C(=C(N1)C=1C=C(C#N)C=CC1)C1=NC=NC=C1)N=C(N2)C(O)C2=C(C=CC(=C2)F)F 3-(8-amino-2-((2,5-difluorophenyl)(hydroxy)methyl)-5-(pyrimidin-4-yl)-[1,2,4]triazolo[1,5-a]pyrazin-6-yl)benzonitrile